C(C)(C)C1=C(C(=CC=C1)C(C)C)CC(=O)NS(=O)(=O)C=1SC(=CN1)C(C)(C)O 2-(2,6-Diisopropylphenyl)-N-(5-(2-hydroxypropan-2-yl)thiazol-2-ylsulfonyl)acetamide